tert-butyl (2-(5-bromo-2-formylphenoxy)ethyl)carbamate BrC=1C=CC(=C(OCCNC(OC(C)(C)C)=O)C1)C=O